FC(CCN1C[C@H]([C@@H](CC1)CC1=C2C=CNC2=C(C=C1C)C)C=1C=NN(C1)C)F 4-(((3R,4R)-1-(3,3-difluoropropyl)-3-(1-methyl-1H-pyrazol-4-yl)piperidin-4-yl)methyl)-5,7-dimethyl-1H-indole